2-[4-(3,5-difluorophenyl)-6-oxo-3-propan-2-ylpyridazin-1-yl]-N-(cis-3-hydroxy-3-methylcyclobutyl)acetamide FC=1C=C(C=C(C1)F)C=1C(=NN(C(C1)=O)CC(=O)NC1CC(C1)(C)O)C(C)C